tert-butyl (S)-(1-(5-(5-chloropyridin-2-yl)-3-methylthiophene-2-carbonyl)pyrrolidin-3-yl)carbamate ClC=1C=CC(=NC1)C1=CC(=C(S1)C(=O)N1C[C@H](CC1)NC(OC(C)(C)C)=O)C